2-chloro-9,9-dimethyl-7,8-dihydro-6H-pyrazolo[1,5-a][1,5]naphthyridine ClC1=NN2C(C=CC=3NCCC(C23)(C)C)=C1